((4-(6-(quinolin-3-ylmethoxy)pyridin-2-yl) Piperidin-1-yl)methyl)-1H-benzo[d]imidazole-6-carboxylate N1=CC(=CC2=CC=CC=C12)COC1=CC=CC(=N1)C1CCN(CC1)COC(=O)C=1C=CC2=C(NC=N2)C1